N-(2-hydroxy-2-methylpropyl)-3-(2-(1-methyl-6-oxo-1,6-dihydropyridin-3-yl)furo[3,2-b]pyridin-7-yl)benzenesulfonamide OC(CNS(=O)(=O)C1=CC(=CC=C1)C1=C2C(=NC=C1)C=C(O2)C2=CN(C(C=C2)=O)C)(C)C